(R)-N-(5-(tert-butyl)-1-(1-methylpyrrolidin-3-yl)-1H-pyrazol-3-yl)-7-chloro-6-((6-fluoropyrazolo[1,5-a]pyridin-3-yl)oxy)-1-methyl-1H-imidazo[4,5-b]pyridin-2-amine C(C)(C)(C)C1=CC(=NN1[C@H]1CN(CC1)C)NC=1N(C=2C(=NC=C(C2Cl)OC=2C=NN3C2C=CC(=C3)F)N1)C